FC1=CC=C(C=C1)C1SCC(N1C1=C(C=C(C(=O)OC(C)OC(=O)OC2CCCCC2)C=C1)C)=O 1-{[(cyclohexyloxy)carbonyl]oxy}ethyl 4-[2-(4-fluorophenyl)-4-oxo-1,3-thiazolidin-3-yl]-3-methylbenzoate